4-methoxy-N-methyl-2-nitro-aniline COC1=CC(=C(NC)C=C1)[N+](=O)[O-]